(phenyl)(biphenylyl)(naphthylphenyl)indolocarbazole C1(=CC=CC=C1)C1=C(C(=C2C(=C1)N=C1C=CC3=C4C=CC=CC4=NC3=C12)C1=C(C=CC=C1)C1=CC=CC2=CC=CC=C12)C1=C(C=CC=C1)C1=CC=CC=C1